FC(CN1N=NC2=C1C=C(C=C2)C=2C=CN1N=C(N=C(C12)OC([2H])([2H])[2H])N[C@H]1[C@@H](CN(CC1)C1COC1)F)F 5-(1-(2,2-difluoroethyl)-1H-benzo[d][1,2,3]triazol-6-yl)-N-((3R,4R)-3-fluoro-1-(oxetan-3-yl)piperidin-4-yl)-4-(methoxy-d3)pyrrolo[2,1-f][1,2,4]triazin-2-amine